C(C)N(S(=O)(=O)C1=CN=C2N1C=CC=N2)[C@@H](C(F)(F)F)C2=CC=C(C=C2)F (R)-N-ethyl-N-(2,2,2-trifluoro-1-(4-fluorophenyl)ethyl)imidazo[1,2-a]pyrimidine-3-sulfonamide